({5-[4-(Trifluoromethoxy)phenyl]-1H-imidazol-2-yl}methyl)carbamic acid benzyl ester C(C1=CC=CC=C1)OC(NCC=1NC(=CN1)C1=CC=C(C=C1)OC(F)(F)F)=O